(1s,3s)-N1-(5-(2-oxa-5-azaspiro[3.4]oct-5-yl)pyridin-2-yl)-N3-(7-(trifluoromethyl)-[1,2,4]triazolo[1,5-a]pyridin-2-yl)cyclopentane-1,3-diamine C1OCC12N(CCC2)C=2C=CC(=NC2)N[C@@H]2C[C@H](CC2)NC2=NN1C(C=C(C=C1)C(F)(F)F)=N2